3-(N-hexadecyl-N-2-hydroxy-ethylamino)propylbis(2-hydroxyethyl)ammonium difluoride [F-].[F-].C(CCCCCCCCCCCCCCC)N(CCO)CCC[NH+](CCO)CCO.C(CCCCCCCCCCCCCCC)N(CCO)CCC[NH+](CCO)CCO